5-(8-(7-hydroxy-5-azaspiro[2.4]heptan-5-yl)imidazo[1,2-b]pyridazin-6-yl)pyrimidine-2,4(1H,3H)-dione OC1CN(CC12CC2)C=2C=1N(N=C(C2)C=2C(NC(NC2)=O)=O)C=CN1